N1C=C(C2=CC=CC=C12)CC(C(NCCNC(=NC1=CC=CC=C1)NCCC)=O)NC(=O)C1=C(C=CC(=C1)Br)C1=C(C=CC2=CC=CC=C12)C(=O)N (2-((3-(1H-indol-3-yl)-1-oxo-1-((2-(2-phenyl-3-propylguanidino)ethyl)amino)propan-2-yl)carbamoyl)-4-bromophenyl)-2-naphthamide